potassium pantoyl phosphate P(=O)(OC([C@H](O)C(C)(C)CO)=O)([O-])[O-].[K+].[K+]